3-((1-methyl-1H-1,2,4-triazol-3-yl)methyl)-1-(2,4,5-trifluorobenzyl)-1,3,5-triazole-2,4-dione CN1N=C(N=C1)CN1C(N(NC1=O)CC1=C(C=C(C(=C1)F)F)F)=O